C(C)(C)(C)OC(=O)N1CC=2C=CC(=NC2CC1)COC=1C(=CC=2N(N1)C(=NN2)C2=CC=C(C=C2)F)OC 2-(((3-(4-fluorophenyl)-7-methoxy-[1,2,4]triazolo[4,3-b]pyridazin-6-yl)oxy)methyl)-7,8-dihydro-1,6-naphthyridine-6(5H)-carboxylic acid tert-butyl ester